P(=O)(O)(O)O.P(=O)(O)(O)O monohydrogen phosphate (monohydrogen phosphate)